[N+](=O)(OCCCCCC(C)C1=CC(=C2[C@H]3[C@H](C(OC2=C1)(C)C)CCC(=C3)C)O)[O-] 6-[(6Ar,10aR)-1-hydroxy-6,6,9-trimethyl-6a,7,8,10a-tetrahydrobenzo[c]chromen-3-yl]heptyl nitrate